tert-butyl 4-[4-[4-(2-chloro-3-cyano-4-pyridyl)-1,4-diazepan-1-yl]benzoyl]piperazine-1-carboxylate ClC1=NC=CC(=C1C#N)N1CCN(CCC1)C1=CC=C(C(=O)N2CCN(CC2)C(=O)OC(C)(C)C)C=C1